5-[(5-{6-[(1R)-1-(azetidin-3-yl)ethoxy]-2,3-dihydrofuro[3,2-b]pyridin-7-yl}-1H-pyrazol-3-yl)amino]pyrazine-2-carbonitrile N1CC(C1)[C@@H](C)OC=1C(=C2C(=NC1)CCO2)C2=CC(=NN2)NC=2N=CC(=NC2)C#N